COC([C@H](CC=1C(N(C2=CC(=C(C=C2C1)C)OC)CC1=CC=C(C=C1)OC)=O)NC(=O)OC(C)(C)C)=O (S)-2-((tert-Butoxycarbonyl)amino)-3-(7-methoxy-1-(4-methoxybenzyl)-6-methyl-2-oxo-1,2-dihydroquinolin-3-yl)propionic acid methyl ester